C(C)(C)(C)OC(=O)N1CC2(C1)[C@H]([C@@H](C2)O)C |r| rac-(5R,6R)-6-hydroxy-5-methyl-2-azaspiro[3.3]heptane-2-carboxylic acid tert-butyl ester